NC1=NC=CC=C1C1=NC2=CC=C(N=C2N1C=1C=C2CC[C@@H](C2=CC1)NC(=O)C1CC(C1)(OC)C(F)F)N1N=CC=C1 N-{(S)-5-[2-(2-amino-3-pyridyl)-5-(1-pyrazolyl)-3H-1,3,4-triazainden-3-yl]-1-indanyl}3-(difluoromethyl)-3-methoxycyclobutanecarboxamide